CC=1NC(SC(C1)=S)=O 4-methyl-6-thioxo-3,6-dihydro-2H-1,3-thiazin-2-one